tris(hydroxyethyl)-aminomethane OCCC(N)(CCO)CCO